C(#N)C=1C(=NC(=C(C1CC)C#N)N1CCC(CC1)NC1CCC1)SC(C(=O)N)C1=CC=CC=C1 2-((3,5-dicyano-6-(4-(cyclobutylamino)piperidin-1-yl)-4-ethylpyridin-2-yl)sulfanyl)-2-phenylacetamide